palmitamidopropyl-diethylamine C(CCCCCCCCCCCCCCC)(=O)NCCCN(CC)CC